CN1CCN(CC1)C[Si](C1=CC=C(C=C1)C(=C)C1=CC=CC=C1)(OC)OC 1-[4-[(4-methylpiperazine-1-yl)methyldimethoxysilyl]phenyl]-1-phenylethylene